1-N-(2-Chloro-3-{(4S)-2-imino-4-methyl-1-[(2R*,4R*)-2-methyl-tetrahydropyran-4-yl]-6-oxo-hexahydropyrimidin-4-yl}phenyl)-6-cyanopyridine-2-carboxamide hydrochloride Cl.ClC1=C(C=CC=C1[C@]1(NC(N(C(C1)=O)[C@H]1C[C@H](OCC1)C)=N)C)N1C(C=CC=C1C#N)C(=O)N |o1:15,17|